C(CCCCC)C#C[Si](C1=CC=CC=C1)(C1=CC=CC=C1)C1=CC=CC=C1 n-hexyl-triphenyl-ethynyl-silane